1-(2-(difluoromethoxy)-5-fluoropyridin-4-yl)-3-isopropyl-N-(3-methyl-1,1-dioxidothietan-3-yl)-2-oxo-2,3-dihydro-1H-benzo[d]imidazole-5-carboxamide FC(OC1=NC=C(C(=C1)N1C(N(C2=C1C=CC(=C2)C(=O)NC2(CS(C2)(=O)=O)C)C(C)C)=O)F)F